C(C)(C)(C)OOC(C)(C=C)OOC(C)(C)C 2,2-bis-(tert-butylperoxy)butene